ethyl 3-oxo-6-azabicyclo[3.2.1]octane-6-carboxylate O=C1CC2CN(C(C1)C2)C(=O)OCC